ClC=1C=C(C2=C(NC(=N2)C(Cl)(Cl)Cl)C1)F 6-chloro-4-fluoro-2-(trichloromethyl)-1H-benzo[d]imidazole